2,7-diazaspiro[4.4]nonane-2-carboxylic acid tert-butyl ester C(C)(C)(C)OC(=O)N1CC2(CC1)CNCC2